FC1=C(C=C(C=C1)OC(F)(F)F)C1=NC2=C(C=NC=C2)N1 2-(2-fluoro-5-(trifluoromethoxy)phenyl)-3H-imidazo[4,5-c]pyridine